C(#N)C1=C(C(=O)O)C=CC(=C1)[C@H]1N(CCN(C1)CCC(F)(F)F)CC1=C2C=CNC2=C(C=C1OC)C (R)-2-cyano-4-(1-((5-methoxy-7-methyl-1H-indol-4-yl)methyl)-4-(3,3,3-trifluoropropyl)piperazin-2-yl)benzoic acid